FC(OC1=CC=C(C=C1)C=1C(C(=C2N(C=CC(N2)=O)C1)C1=CC=C(C=C1)OC(F)F)=O)F 7,9-bis[4-(difluoromethoxy)phenyl]-1H-pyrido[1,2-a]pyrimidin-2,8-dione